C[Si](CCCC1C(=O)OC(C1)=O)(OC)OC 3-(methyldimethoxysilyl)propylsuccinic anhydride